2-chloro-3-nitro-pyridine ClC1=NC=CC=C1[N+](=O)[O-]